2-pentene carbonate C(O)(O)=O.CC=CCC